ClC1=C(C=CC=C1)C1=CC(OC2=CC(=CC=C12)OC(C(=O)N1C[C@H](CCC1)C(=O)N(C)C)C)=O (3S)-1-[2-[4-(2-chlorophenyl)-2-oxo-chromen-7-yl]oxypropionyl]-N,N-dimethyl-piperidine-3-carboxamide